P(ON1CCOCC1)([O-])(=S)N morpholino thiophosphoramidate